CC1(OC2C(C1)C1CCC(C(C1C2(C)C)C)(C)C)C Decahydro-2,2,6,6,7,8,8-heptamethyl-indenofuran